CC=1SC(=CN1)C1=CC2=C(NC(N2)=O)C=C1 5-(2-methylthiazol-5-yl)-1H-benzo[d]imidazol-2(3H)-one